2-Ethylbutyl L-Alaninate Hydrochloride Cl.N[C@@H](C)C(=O)OCC(CC)CC